(2R)-2-[(1-benzylpyrazol-4-yl)amino]-4,4-dimethyl-pentan-1-ol C(C1=CC=CC=C1)N1N=CC(=C1)N[C@@H](CO)CC(C)(C)C